6-iodo-3-isopropyl-3,4,8,9-tetrahydrofuro[2,3-h]isoquinoline IC=1C=C2CC(N=CC2=C2C1OCC2)C(C)C